4-aminobenzoic acid-2,2-diethylaminoethyl ester hydrochloride Cl.C(C)NC(COC(C1=CC=C(C=C1)N)=O)NCC